N-(1-(2,6-dimethoxyphenyl)-2-(6-ethoxypyridin-2-yl)-1H-imidazo[4,5-b]pyrazin-6-yl)(1-((tetrahydro-2H-pyran-2-yl)oxy)cyclopropyl)methanesulfonamide COC1=C(C(=CC=C1)OC)N1C(=NC=2C1=NC(=CN2)NS(=O)(=O)CC2(CC2)OC2OCCCC2)C2=NC(=CC=C2)OCC